1-methyl-7-indazolylcarboxylic acid CN1N=CC2=CC=CC(=C12)C(=O)O